1-(2-aminoethyl)-3-vinyl-1H-imidazolium chloride [Cl-].NCCN1C=[N+](C=C1)C=C